[Na+].C(C1=CC=CC=C1)(=S)[O-].[Na+].C(C1=CC=CC=C1)(=S)[O-] sodium thiobenzoate, sodium salt